C(C)[N-]CC diethyl-amide